N[C@H](C)C1=CC=C(C=C1)C=1N(N=C2C1N=CN(C2=O)CC2(CCN(CC2)C(C[C@@H](C(F)(F)F)C2=CC=CC=C2)=O)O)C 3-(4-((R)-1-Aminoethyl)phenyl)-6-((4-hydroxy-1-((R)-4,4,4-trifluoro-3-phenylbutanoyl)piperidin-4-yl)methyl)-2-methyl-2H-pyrazolo[4,3-d]pyrimidin-7(6H)-one